tert-butyl 2-(5-formylpyridin-2-yl)-1H-pyrrole-1-carboxylate C(=O)C=1C=CC(=NC1)C=1N(C=CC1)C(=O)OC(C)(C)C